OC1(CC(C1)N)C (1s,3s)-3-hydroxy-3-methylcyclobutylamine